N[C@H](C(=O)O)CCCCF (S)-2-amino-6-fluorohexanoic acid